ClC1=NC=C(C(=N1)N[C@H](C(=O)N)C(C)C)F (S)-2-(2-chloro-5-fluoro-pyrimidin-4-ylamino)-3-methylbutanamide